(R)-6-((1-Cyclopropylpiperidin-3-yl)amino)-3-(2-hydroxy-4-(trifluoromethyl)phenyl)-4-methyl-1,2,4-triazin-5(4H)-on C1(CC1)N1C[C@@H](CCC1)NC=1C(N(C(=NN1)C1=C(C=C(C=C1)C(F)(F)F)O)C)=O